(E)-1-(3-toluylazo)naphthalene-2-ol C1(=CC(=CC=C1)\N=N\C1=C(C=CC2=CC=CC=C12)O)C